2-tertiary butyl-4-bromo-phenol C(C)(C)(C)C1=C(C=CC(=C1)Br)O